FC=1C=C(C=NC1)C1=CC(=NC(=C1OCCOC)C)/C(=N/O)/N (Z)-5-fluoro-N'-hydroxy-5'-(2-methoxyethoxy)-6'-methyl-[3,4'-bipyridine]-2'-formamidine